2-{[benzyl(methyl)amino]methyl}-6-(5-methyl-1H-pyrazol-4-yl)thieno[3,2-d]pyrimidin-4(3H)-one C(C1=CC=CC=C1)N(C)CC=1NC(C2=C(N1)C=C(S2)C=2C=NNC2C)=O